(2S,5S)-5-(2-Acetylamino-acetylamino)-4-oxo-1,2,4,5,6,7-hexahydro-azepino[3,2,1-hi]indole-2-carboxylic acid (1H-[1,2,3]triazol-4-ylmethyl)-amide N1N=NC(=C1)CNC(=O)[C@H]1N2C3=C(C=CC=C3C1)CC[C@@H](C2=O)NC(CNC(C)=O)=O